NCC=1C=CC(=C(C(=O)NC2=CC=C(C=C2)S(=O)(=O)N2CCN(CC2)C2=NC(=CC(=C2)C(F)(F)F)Cl)C1)OC 5-(Aminomethyl)-N-(4-((4-(6-chloro-4-(trifluoromethyl)pyridin-2-yl)piperazin-1-yl)sulfonyl)phenyl)-2-methoxybenzamide